NC1=NC=2C=CC(=CC2C2=C1[C@@H](OC2)C)C(=O)N(CC2=NC=C(C=C2)C(F)(F)F)C[C@@H](C)O (3S)-4-amino-N-((2R)-2-hydroxypropyl)-3-methyl-N-((5-(trifluoromethyl)-2-pyridinyl)methyl)-1,3-dihydrofuro[3,4-c]quinoline-8-carboxamide